ClC=1C=C(C=CC1)[C@@H]1[C@H]([C@@H]1CO)C(=O)NC1=NC=CC(=C1)NCC=1N=C2N(C=C(C=C2)C2CC2)C1 |r| rac-(1R*,2S*,3R*)-2-(3-chlorophenyl)-N-(4-(((6-cyclopropylimidazo[1,2-a]pyridin-2-yl)methyl)amino)pyridin-2-yl)-3-(hydroxymethyl)cyclopropane-1-carboxamide